FC1CN(CCC1NC1=NN2C(C=N1)=C(N=C2C2(CCC2)C)F)S(=O)(=O)C 3-fluoro-N-[5-fluoro-7-(1-methylcyclobutyl)imidazo[4,3-f][1,2,4]triazin-2-yl]-1-methanesulfonylpiperidin-4-amine